FC1=C(C=CC(=C1)F)S(=O)(=O)NC=1C(=NC=C(C1)C=1C=C2C(=NC=NC2=CC1)N1[C@H](CN(CC1)C(=O)C(=C)F)C)OC (S)-2,4-difluoro-N-(5-(4-(4-(2-fluoroacryl)-2-methylpiperazine-1-yl)quinazoline-6-yl)-2-methoxypyridine-3-yl)benzenesulfonamide